C(#N)C(C)(C)N1N=C(C(=C1)NC=1N=CC2=C(N1)N(C(=C2)C#N)C2COC2)OC(C)C 2-((1-(2-cyanopropan-2-yl)-3-isopropoxy-1H-pyrazol-4-yl)amino)-7-(oxetan-3-yl)-7H-pyrrolo[2,3-d]pyrimidine-6-carbonitrile